2-(3-(bromomethyl)-5-fluorophenyl)acetic acid methyl ester COC(CC1=CC(=CC(=C1)F)CBr)=O